ethyl N-(4-methylbenzyl)-P-(4-(5-(trifluoromethyl)-1,2,4-oxadiazol-3-yl)benzyl)phosphonamidate CC1=CC=C(CNP(OCC)(=O)CC2=CC=C(C=C2)C2=NOC(=N2)C(F)(F)F)C=C1